OC(=O)C(F)(F)F.NCC(C(=O)OCC)(F)F ethyl 3-amino-2,2-difluoropropanoate TFA salt